tert-butyl 4-(5-ethyl-7-oxo-4,7-dihydro-[1,2,4]triazolo[1,5-a]pyrimidin-6-yl)piperazine-1-carboxylate C(C)C=1NC=2N(C(C1N1CCN(CC1)C(=O)OC(C)(C)C)=O)N=CN2